BrC=1C(=NC(=CC1)C(F)(F)F)C1=NC2=CC=CC=C2C(N1)=O 2-[3-bromo-6-(trifluoromethyl)-2-pyridyl]-3H-quinazolin-4-one